3-(3,5-dichlorophenylamino)-2-fluoro-3-oxo-propionic acid ClC=1C=C(C=C(C1)Cl)NC(C(C(=O)O)F)=O